(S)-1-(2-(((4-chloro-2-nitrophenyl)amino)methyl)morpholino)ethane ClC1=CC(=C(C=C1)NC[C@@H]1OCCN(C1)CC)[N+](=O)[O-]